N-(4-(4-amino-5-(4-(N-(2-hydroxycyclopentyl)sulfamoyl)phenyl)-7-methyl-7H-pyrrolo[2,3-d]pyrimidin-6-yl)phenyl)methacrylamide NC=1C2=C(N=CN1)N(C(=C2C2=CC=C(C=C2)S(NC2C(CCC2)O)(=O)=O)C2=CC=C(C=C2)NC(C(=C)C)=O)C